N-(5-Cyano-4-((2-methoxyethyl)amino)pyridin-2-yl)-7-formyl-6-((2-carbonyl-1,3-oxazepin-3-yl)methyl)-3,4-dihydro-1,8-naphthyridin-1(2H)-carboxamide C(#N)C=1C(=CC(=NC1)NC(=O)N1CCCC2=CC(=C(N=C12)C=O)CN1C(OC=CC=C1)=C=O)NCCOC